COC(=O)C1=NC(=C(N=C1N)C1=CC=CC=C1)C1=CC(=NC(=C1)C)C 3-amino-6-(2,6-dimethylpyridin-4-yl)-5-phenylpyrazine-2-carboxylic acid methyl ester